C1(CC1)CN1N=CC(=C1)C=1C=NC=2CCN(CC2C1)C=1C(=C(C=2N(N1)C(=NN2)[2H])C)C 3-[1-(cyclopropylmethyl)pyrazol-4-yl]-6-(3-deuterio-7,8-dimethyl-[1,2,4]triazolo[4,3-b]pyridazin-6-yl)-7,8-dihydro-5H-1,6-naphthyridine